2,2'-(4-((6-carboxypyridin-2-yl)methyl)-10-(2-hydroxy-5-nitrobenzyl)-1,4,7,10-tetraazacyclododecane-1,7-diyl)diacetic acid C(=O)(O)C1=CC=CC(=N1)CN1CCN(CCN(CCN(CC1)CC(=O)O)CC1=C(C=CC(=C1)[N+](=O)[O-])O)CC(=O)O